(R)-N-(2-cyclopropyloxy-1-(3-(difluoromethoxy)phenyl)ethyl)-2-(3,3-difluoro-1-hydroxycyclobutyl)acetamide C1(CC1)OC[C@@H](C1=CC(=CC=C1)OC(F)F)NC(CC1(CC(C1)(F)F)O)=O